C(C)(C)(C)OC(=O)NC=1C(=C(C=CC1)CN1C(OC2=CC(=CN=C2C1)OC=1N=NC=CC1)=O)F 3-{[3-(tert-butoxycarbonylamino)-2-fluorophenyl]methyl}-7-(3-pyridazinyloxy)-3,4-dihydro-2H-1-oxa-3,5-diazanaphthalen-2-one